N-methyl-N-(sec.-butyl)amide C[N-]C(C)CC